(S)-tert-butyl (1-((2',4-dimethyl-[2,4'-bipyridin]-5-yl)oxy)-2,4-dimethylpentan-2-yl)carbamate CC1=NC=CC(=C1)C1=NC=C(C(=C1)C)OC[C@@](CC(C)C)(C)NC(OC(C)(C)C)=O